C12CC(CC(N1)C2)C2=C1CN(C(C1=C(C=C2)F)=O)C2C(NC(CC2)=O)=O 3-(4-(6-azabicyclo[3.1.1]heptan-3-yl)-7-fluoro-1-oxoisoindolin-2-yl)piperidine-2,6-dione